O[C@H](CO)[C@@H]1C(=C(C(O1)=O)O)O (5R)-5-[(1R)-1,2-Dihydroxyethyl]-3,4-dihydroxyfuran-2(5H)-one